1-(2-(2,6-Dioxopiperidin-3-yl)-3-oxoisoindolin-5-yl)pyrrolidine-3-carbaldehyde O=C1NC(CCC1N1CC2=CC=C(C=C2C1=O)N1CC(CC1)C=O)=O